C(C)C1C2CC(N(C1)CC2)C(OC2=CC=C(C=1C(C3=CC=CC=C3C(C21)=O)=O)OC(C2=CC=NC1=CC=C(C=C21)OC)C2N1CC(C(C2)CC1)CC)C1=CC=NC2=CC=C(C=C12)OC 1,4-bis[(5-ethyl-1-azabicyclo[2.2.2]oct-2-yl)-(6-methoxyquinolin-4-yl)methoxy]anthracene-9,10-dione